2-(difluoromethyl)-5-(4-((4-(2-fluoro-5-(4-methylpiperazin-1-yl)phenyl)-1H-1,2,3-triazol-1-yl)methyl)phenyl)-1,3,4-oxadiazole FC(C=1OC(=NN1)C1=CC=C(C=C1)CN1N=NC(=C1)C1=C(C=CC(=C1)N1CCN(CC1)C)F)F